4-((2-formylphenoxy)methyl)-N-phenylbenzamide C(=O)C1=C(OCC2=CC=C(C(=O)NC3=CC=CC=C3)C=C2)C=CC=C1